IC=1C=C(C[C@@H](N)C(=O)O)C=CC1O 3-Iodo-D-tyrosin